O[C@@]1(CC[C@@H]2[C@H]3CC[C@]4([C@H]([C@@H]3CC[C@@H]2C1)[C@H]1[C@@H]([C@@H]4C(CN4N=CC(=C4)SC)=O)C1)C)C 1-((2R,4aS,4bR,6aS,7S,7aS,8aR,8bR,8cR,10aR)-2-hydroxy-2,6a-dimethyloctadecahydrocyclopropa[4,5]cyclopenta[1,2-a]phenanthren-7-yl)-2-(4-(methylthio)-1H-pyrazol-1-yl)ethan-1-one